N1C(=NCC1)N1CCN(CCC1)C(=O)N 4-(4,5-dihydro-1H-imidazol-2-yl)homopiperazineamide